S1C2=C(C=C1)C(=CC=C2)N2CCN(CC2)CCCCOC2=CC=C1C=CC(N(C1=C2)C(CCCCC)=O)=O 7-(4-(4-(benzo[b]thiophen-4-yl)piperazin-1-yl)butoxy)-1-hexanoylquinolin-2(1H)-one